Ethyl (1R,2R)-2-((9-((2R,3S,4R,5R)-3-acetoxy-5-(acetoxymethyl)-4-fluorotetrahydrofuran-2-yl)-2-amino-8-oxo-8,9-dihydro-7H-purin-7-yl)methyl)cyclopropan-1-carboxylat C(C)(=O)O[C@H]1[C@@H](O[C@@H]([C@H]1F)COC(C)=O)N1C2=NC(=NC=C2N(C1=O)C[C@H]1[C@@H](C1)C(=O)OCC)N